[Ca+2].CN1C=2C(NC(=NC2NC[C@@H]1CNC1=CC=C(C(N[C@@H](CCC(=O)[O-])C(=O)O)=O)C=C1)N)=O.CN1C=2C(NC(=NC2NC[C@@H]1CNC1=CC=C(C(N[C@@H](CCC(=O)[O-])C(=O)O)=O)C=C1)N)=O (6S)-5-methyltetrahydrofolic acid calcium salt